nickel nickel-cobalt [Co].[Ni].[Ni]